tert-butyl N-[4-methyl-3-(4-methylpiperazine-1-carbonyl)phenyl]carbamate CC1=C(C=C(C=C1)NC(OC(C)(C)C)=O)C(=O)N1CCN(CC1)C